N-(5-amino-2-methylpyridin-3-yl)-2-(1-methyl-1H-pyrazol-4-yl)pyrazolo[5,1-b]Thiazole-7-carboxamide hydrochloride Cl.NC=1C=C(C(=NC1)C)NC(=O)C=1C=NN2C1SC(=C2)C=2C=NN(C2)C